5-AMINO-6-METHOXYPYRAZIN-2-YLBORONIC ACID NC=1N=CC(=NC1OC)B(O)O